2-(6-(((1S,2S,3R,5R)-2-fluoro-8-azabicyclo[3.2.1]oct-3-yl)oxy)pyridazin-3-yl)-5-(1,3,4-oxadiazol-2-yl)phenol F[C@H]1[C@@H]2CC[C@H](C[C@H]1OC1=CC=C(N=N1)C1=C(C=C(C=C1)C=1OC=NN1)O)N2